7-(2-((7-chloro-1,2,3,4-tetrahydroisoquinolin-6-yl)amino)-5-(trifluoromethyl)pyrimidin-4-yl)-2,3-dihydro-5H-thieno[3,2-e][1,4]oxathiepine 1,1-dioxide ClC1=C(C=C2CCNCC2=C1)NC1=NC=C(C(=N1)C1=CC=2S(CCOCC2S1)(=O)=O)C(F)(F)F